(4-(pyridin-2-yl)piperazine-1-carboxamido)thiophene-3-carboxylic acid methyl ester COC(=O)C1=C(SC=C1)NC(=O)N1CCN(CC1)C1=NC=CC=C1